C/C=C(/C)\CCC=C(C)C 2,6-dimethyl-2-trans-6-octadiene